O=C1NC(CCC1N1C(C2=CC=CC(=C2C1=O)CCCOCCCN(C(OC(C)(C)C)=O)C)=O)=O tert-butyl (3-(3-(2-(2,6-dioxopiperidin-3-yl)-1,3-dioxoisoindolin-4-yl)propoxy)propyl)(methyl)carbamate